C(#N)C1=C(C=C(C=C1)N1C(N(C(C1=NC(=S)NCC)(C)C)C1=CC=C(C=C1)C)=S)C(F)(F)F 1-[3-(4-cyano-3-trifluoromethyl-phenyl)-5,5-dimethyl-2-thioxo-1-p-tolyl-imidazolidin-4-ylidene]-3-ethyl-thiourea